CCC(C(=O)O)O The molecule is a hydroxybutyric acid having a single hydroxyl group located at position 2; urinary secretion of 2-hydroxybutyric acid is increased with alcohol ingestion or vigorous physical exercise and is associated with lactic acidosis and ketoacidosis in humans and diabetes in animals. It has a role as a human metabolite and an algal metabolite. It is a hydroxybutyric acid and a 2-hydroxy monocarboxylic acid. It derives from a butyric acid. It is a conjugate acid of a 2-hydroxybutyrate.